Iron-manganese oxalate C(C(=O)[O-])(=O)[O-].[Mn+2].[Fe+2].C(C(=O)[O-])(=O)[O-]